C(C)[C@]1(CC[C@@]2([C@H]3CC[C@@]4([C@H](CC[C@H]4[C@@H]3CC[C@@H]2C1)[C@H](C)[C@@H](C(F)(F)F)O)C)C)O (3R,5R,8R,9S,10S,13S,14S,17R)-3-ethyl-10,13-dimethyl-17-((2S,3S)-4,4,4-trifluoro-3-hydroxybutan-2-yl)hexadecahydro-1H-cyclopenta[a]phenanthren-3-ol